N-(4-(3-Amino-1H-pyrazolo[3,4-b]pyridin-4-yl)-2-((1S)-1-(4-fluorophenyl)ethoxy)phenyl)-1,1-difluoromethanesulfonamide NC1=NNC2=NC=CC(=C21)C2=CC(=C(C=C2)NS(=O)(=O)C(F)F)O[C@@H](C)C2=CC=C(C=C2)F